Methyl 2-methyl-5-((3-(trifluoromethyl)phenyl)amino)imidazo[1,2-c]quinazoline-8-carboxylate CC=1N=C2N(C(=NC=3C=C(C=CC23)C(=O)OC)NC2=CC(=CC=C2)C(F)(F)F)C1